2-(1H-benzotriazol-1-yl)-1,1,3,3-tetramethyl-uronium hexafluorophosphate F[P-](F)(F)(F)(F)F.N1(N=NC2=C1C=CC=C2)OC(=[N+](C)C)N(C)C